2-(4-chlorophenyl)benzimidazole ClC1=CC=C(C=C1)C=1NC2=C(N1)C=CC=C2